OCCCN(CCCCC/C(/C(=O)[O-])=C(\CCCCCCCC)/CCC)CCCCC/C(/C(=O)[O-])=C(\CCCCCCCC)/CCC ((3-hydroxypropyl)azanediyl)bis(pentane-5,1-diyl)(2E,2'E)-bis(3-propylundec-2-enoate)